ClC=1C=NC2=NC=C(C=C2C1N1CCC(CC1)N1CCCCC1)OC [1-(3-chloro-6-methoxy-naphthyridin-4-yl)-piperidin-4-yl]-piperidine